O(C1=CC=CC=C1)C1=CC=C(CNC(C)C)C=C1 N-(4-phenoxybenzyl)propan-2-amine